(S)-3-carboxy-2-hydroxypropanoate C(=O)(O)C[C@@H](C(=O)[O-])O